(2-(1,3,5-trimethyl-1H-pyrazol-4-yl)thiazol-5-yl)methanone CN1N=C(C(=C1C)C=1SC(=CN1)C=O)C